CC=1N=NC(=C2C1C=NC(=C2)N2CCOCC2)NC(C)C=2[Se]C=C(C2)C2=C(C=CC=C2)CNC 4-methyl-N-(1-(4-(2-((methylamino)methyl)phenyl)selenophen-2-yl)ethyl)-7-morpholinopyrido[3,4-d]pyridazin-1-amine